N1=C(C=CC=C1)CNCC1=CC=C(C=C1)CNC1CCCCC=2C1=NC=CC2 (2-pyridylmethyl)-N-(6,7,8,9-tetrahydro-5H-cyclohepta[b]pyridin-9-yl)-1,4-xylylenediamine